C(C)(C)(C)C1=C(C(=CC(=C1)NC1=NC(=NC(=N1)SCCCCCCCC)SCCCCCCCC)C(C)(C)C)O 2,6-ditert-butyl-4-[4,6-bis(octylthio)-1,3,5-triazin-2-ylamino]phenol